(4E)-N-hydroxy-2-(trifluoromethyl)pyridine-4-carboximidoyl chloride ON=C(C1=CC(=NC=C1)C(F)(F)F)Cl